N-(sec-Butyl)-2-(4-(2-((S)-1-cyclopropylethyl)-7-(methylsulfonyl)-1-oxoisoindolin-5-yl)pyridin-2-yl)-4-methyl-1H-imidazole C(C)(CC)N1C(=NC(=C1)C)C1=NC=CC(=C1)C=1C=C2CN(C(C2=C(C1)S(=O)(=O)C)=O)[C@@H](C)C1CC1